N[C@H](C(=O)O)CCC(=O)NC1CC1 (S)-2-amino-5-(cyclopropylamino)-5-oxopentanoic acid